Cl.NC[C@@H]1C[C@H](NC1)CNC(=O)C=1NC2=CC(=CC=C2C1)CCC1CC1 N-(((2S,4S)-4-(aminomethyl)pyrrolidin-2-yl)methyl)-6-(2-cyclopropylethyl)-1H-indole-2-carboxamide hydrochloride